C[C@H]1C[C@H]2[C@@]34[C@@H]([C@H]5[C@@]6([C@@H]([C@@H]3[C@H]7[C@](O7)([C@H]([C@@]2([C@H]1OC(=O)/C=C/C=C\\[C@@H](C8CCC(CC8)C[C@@]6(C)O)OC(=O)C9=CC=CC=C9)O)O)CO)O[C@](O5)(O4)C1=CC=CC=C1)O)C The molecule is a diterpenoid of the class of daphnane-type terpenes. Isolated from Trigonostemon reidioides, it exhibits cytotoxicity against various cancer cell lines. It has a role as a metabolite and an antineoplastic agent. It is a benzoate ester, a diterpenoid, an ortho ester, an epoxide and a terpene lactone.